4-hydroxy-2-(((S)-(4-isopropylphenyl)(phenyl)methyl)carbamoyl)cyclopentane-1-carboxylic acid OC1CC(C(C1)C(=O)O)C(N[C@@H](C1=CC=CC=C1)C1=CC=C(C=C1)C(C)C)=O